C1(CC1)N1N=C(C2=NC=C(C=C21)C(=O)NC2(CS(C2)(=O)=O)C)C2=CC(=CC=C2)OC(F)F 1-cyclopropyl-3-(3-(difluoromethoxy)phenyl)-N-(3-methyl-1,1-dioxidothietan-3-yl)-1H-pyrazolo[4,3-b]pyridine-6-carboxamide